[Zr+4].C(C=1C(C(=O)[O-])=CC(C(=O)[O-])=C(C(=O)[O-])C1)(=O)[O-] pyromellitic acid, zirconium salt